4,5-dichloroisothiazolin ClC1C=NSC1Cl